FC=1C=CC2=C(NC(=N2)N2C=NC3=C2C=CC=C3)C1 6'-fluoro-1'H-1,2'-bibenzo[d]imidazole